indole-3-carbaldehyde N1C=C(C2=CC=CC=C12)C=O